2,5-bis(trifluoromethyl)bromobenzene FC(C1=C(C=C(C=C1)C(F)(F)F)Br)(F)F